(E)-2-(4,4-difluoro-3-phenylvinylpiperidin-1-yl)-6-methoxypyrimidin-4-amine FC1(C(CN(CC1)C1=NC(=CC(=N1)N)OC)\C=C\C1=CC=CC=C1)F